BrC1=CC2=C(OC(O2)(F)F)C=C1Cl 5-bromo-6-chloro-2,2-difluorobenzo[d][1,3]Dioxolane